N-(5-chloro-2-hydroxyphenyl)methanamine ClC=1C=CC(=C(C1)NC)O